tert-Butyl ((1r,4r)-4-(6-cyano-1H-indole-2-carboxamido)cyclohexyl)carbamate C(#N)C1=CC=C2C=C(NC2=C1)C(=O)NC1CCC(CC1)NC(OC(C)(C)C)=O